7-{[(2R)-2-ethyl-7-hydroxy-2,3-dihydropyrido[2,3-f][1,4]oxazepin-4(5H)-yl]methyl}-1-benzothiophene C(C)[C@H]1OC2=C(CN(C1)CC1=CC=CC=3C=CSC31)N=C(C=C2)O